C(#N)CNC(COC1=C(C=CC=C1)C=O)=O N-(CYANOMETHYL)-2-(2-FORMYLPHENOXY)ACETAMIDE